CC(C)CC1=C([N+](=C(C(=O)N1O)CC(C)C)[O-])O The molecule is a pyrazine N-oxide that is pyrazine-1,4-dioxide substituted at positions 2 and 5 by hydroxy groups and at positions 3 and 6 by isobutyl groups. Formed by oxidative aromatisation of cyclo(L-leucyl-L-leucyl). It has a role as a metabolite. It is a pyrazine N-oxide and a hydroxypyrazine. It is a conjugate acid of a pulcherriminate(2-).